ClC=1C=CC(=C(C1)C(CC(=O)NC)N1CCN(CC1)C)C 3-(5-chloro-2-methylphenyl)-N-methyl-3-(4-methylpiperazin-1-yl)propanamide